3-ethyl-4-((3-fluoro-4,6-dihydroxy-2,5-dimethylbenzoyl)oxy)-2,5,6-trimethyl-benzoic acid C(C)C=1C(=C(C(=O)O)C(=C(C1OC(C1=C(C(=C(C(=C1O)C)O)F)C)=O)C)C)C